FC(C1=CC=C(C=N1)OC1=CC=C2CCN(CC2=C1)C(C=C)=O)(F)F 1-(7-((6-(trifluoromethyl)pyridin-3-yl)oxy)-3,4-dihydroisoquinolin-2(1H)-yl)prop-2-en-1-one